2-imino-3-(5-methyl-2-(4,4,4-trifluorobutoxy)phenyl)thiazolidin-4-one N=C1SCC(N1C1=C(C=CC(=C1)C)OCCCC(F)(F)F)=O